(R)-6-(tert-butyl)-3-(cyclopropylmethoxy)-2-methoxy-10-oxo-6,10-dihydro-5H-pyrido[1,2-H][1,7]naphthyridine-9-carboxylic acid C(C)(C)(C)[C@H]1CC=2C=C(C(=NC2C=2N1C=C(C(C2)=O)C(=O)O)OC)OCC2CC2